(5-bromo-2-fluoro-4-methoxyphenoxy)-5-(trifluoromethyl)pyridine ethyl-(S)-3-(((R)-tert-butylsulfinyl)amino)-3-(4,5-difluoro-2',6'-dimethyl-[1,1'-biphenyl]-3-yl)propanoate C(C)OC(C[C@@H](C=1C=C(C=C(C1F)F)C1=C(C=CC=C1C)C)N[S@](=O)C(C)(C)C)=O.BrC=1C(=CC(=C(OC2=NC=C(C=C2)C(F)(F)F)C1)F)OC